FC(OC1=CC=C(C=C1)C=C)(F)F 1-(trifluoromethoxy)-4-vinylbenzene